4-(4'-(5-methyl-1H-1,2,3-triazol-1-yl)-[1,1'-biphenyl]-4-yl)-1H-1,2,3-triazol-5-carboxylic acid CC1=CN=NN1C1=CC=C(C=C1)C1=CC=C(C=C1)C=1N=NNC1C(=O)O